sulfolauric acid S(=O)(=O)(O)C(C(=O)O)CCCCCCCCCC